FC1(C(C1)C=O)F 2,2-Difluorocyclopropane-1-carbaldehyde